4-(4-(2-fluorophenyl)-7-(1H-pyrazol-5-yl)imidazo[1,5-b]pyridazin-2-yl)-3-methylmorpholine FC1=C(C=CC=C1)C=1C=2N(N=C(C1)N1C(COCC1)C)C(=NC2)C2=CC=NN2